C(C)(C)(C)C1=CC=C(C=C1)C(=O)OOC(C1=CC=C(C=C1)C(C)(C)C)=O (4-tert-Butylbenzoyl) 4-tert-butylbenzenecarboperoxoate